N-(5-fluoro-2-methylpyrimidin-4-yl)-6,6-dimethyl-1,4,5,6-tetrahydropyrrolo[3,4-c]pyrazol-3-amine FC=1C(=NC(=NC1)C)NC=1C2=C(NN1)C(NC2)(C)C